ClC1=NC=C(C=C1C1=C2C=CN(C(C2=CC(=C1)CN1C(=NC=C1)NC)=O)CC1=CC(=C(C=C1)F)OC)CO 5-(2-chloro-5-(hydroxymethyl)pyridin-3-yl)-2-(4-fluoro-3-methoxybenzyl)-7-((2-(methylamino)-1H-imidazol-1-yl)methyl)isoquinolin-1(2H)-one